ClC=1C=NN(C1C=1C=CN(C1)C)C 4-(4-chloro-1-methyl-1H-pyrazol-5-yl)-1-methyl-1H-pyrrole